OC1=CC=2/C=C/CCCC(CCC[C@@H](OC(C2C(=C1)O)=O)C)=O (4S,12E)-16,18-dihydroxy-4-methyl-3-oxabicyclo[12.4.0]octadeca-1(14),12,15,17-tetraene-2,8-dione